N1=NC=2C=3C(=CN(C=CC13)C(=O)[O-])N(CC2)C(=O)[O-] 1,2,5,7-tetraazabenzo[cd]azulene-5,7-dicarboxylate